BrC1=C(C=CC=C1)C1=NOC(=N1)C=1C=C2C=CN(C2=CC1)C(C)C 3-(2-bromophenyl)-5-(1-isopropyl-1H-indol-5-yl)-1,2,4-oxadiazole